OCCC1=C(OC=C1)C(=O)N (2-hydroxyethyl)-2-furancarboxamide